Rac-(3aS,7aS)-3a-(2,3-dihydro-1,4-benzodioxin-6-yl)-1-methyl-3,4,5,6,7,7a-hexahydro-2H-indole O1CCOC2=C1C=CC(=C2)[C@@]21CCN([C@H]1CCCC2)C |r|